(R)-2-iodopentane I[C@H](C)CCC